C[O-].C[O-].C[O-].[O-]CCCC.[Ti+4] titanium butoxide trimethoxide